N-(3-dimethylaminopropyl)-3-aminopropyltrimethoxysilane CN(CCCNCCC[Si](OC)(OC)OC)C